2-(1-((3-(3-fluorophenyl)-1-methyl-1H-indol-6-yl)methyl)piperidin-4-yl)-1-(1-(pyridin-2-yl)ethyl)-1H-benzo[d]imidazole FC=1C=C(C=CC1)C1=CN(C2=CC(=CC=C12)CN1CCC(CC1)C1=NC2=C(N1C(C)C1=NC=CC=C1)C=CC=C2)C